5-chloro-2-(cis-2,6-dimethylmorpholino)pyridin-4-amine ClC=1C(=CC(=NC1)N1C[C@@H](O[C@@H](C1)C)C)N